5-bromo-3-iodo-2-methyl-1-nitrobenzene BrC=1C=C(C(=C(C1)[N+](=O)[O-])C)I